FC1=CC=C(C=C1)NC1=NC=CC=C1C1=CN(C=2C(N(C=CC21)C)=O)S(=O)(=O)C2=CC=C(C)C=C2 3-(2-((4-fluorophenyl)amino)pyridin-3-yl)-6-methyl-1-tosyl-1,6-dihydro-7H-pyrrolo[2,3-c]pyridin-7-one